FC=1C(=C(C(=C(C1)OC)C)NC(=O)C1=CN(C=C1)C1=CC=C(C=C1)C)C N-(3-fluoro-5-methoxy-2,6-dimethylphenyl)-1-p-tolyl-1H-pyrrole-3-carboxamide